tert-butyl 7-(2-(N-(4-cyanophenyl)-3-fluoro-4-methoxybenzamido)ethyl)-6,8-dioxa-2-azaspiro[3.5]nonane-2-carboxylate C(#N)C1=CC=C(C=C1)N(C(C1=CC(=C(C=C1)OC)F)=O)CCC1OCC2(CN(C2)C(=O)OC(C)(C)C)CO1